NC1CCC(CC1)N(C1=C2CN(C(C2=CC=C1)=O)C1C(NC(CC1)=O)=O)CCCC1COC1 3-(4-(((1r,4r)-4-aminocyclohexyl)(3-(oxetan-3-yl)propyl)amino)-1-oxoisoindolin-2-yl)piperidine-2,6-dione